N1CNC2=C1C=CC=C2 1,3-dihydrobenzimidazol